(E)-2-(4-((1-amino-2,5,8,11-tetraoxatridecan-13-yl)oxy)phenyl)ethene-1-sulfonyl fluoride NCOCCOCCOCCOCCOC1=CC=C(C=C1)/C=C/S(=O)(=O)F